5-Fluoro-N-(2-fluoro-6-methylphenyl)-4-{3-[(1S)-1-hydroxyethyl]-4-methyl-5-oxo-4,5-dihydro-1H-1,2,4-triazol-1-yl}-2-[(2S)-pent-2-yloxy]benzamide FC=1C(=CC(=C(C(=O)NC2=C(C=CC=C2C)F)C1)O[C@@H](C)CCC)N1N=C(N(C1=O)C)[C@H](C)O